2-(2-(2,3-dihydrobenzofuran-6-yl)-5-ethyl-7-oxo-6-(piperazin-1-yl)-[1,2,4]triazolo[1,5-a]pyrimidin-4(7H)-yl)-N-(4-(pentafluoro-λ6-sulfaneyl)phenyl)acetamide O1CCC2=C1C=C(C=C2)C2=NN1C(N(C(=C(C1=O)N1CCNCC1)CC)CC(=O)NC1=CC=C(C=C1)S(F)(F)(F)(F)F)=N2